trans-4-Acetamido-N-(4-(1-isopropyl-1H-pyrazol-4-yl)pyridin-2-yl)-N-((trans-4-(4-methoxy-3-methylphenyl)cyclohexyl)methyl)cyclohexanecarboxamide C(C)(=O)N[C@@H]1CC[C@H](CC1)C(=O)N(C[C@@H]1CC[C@H](CC1)C1=CC(=C(C=C1)OC)C)C1=NC=CC(=C1)C=1C=NN(C1)C(C)C